C1(CC1)C=1C=C(C=CC1)S(=O)(=O)N1CC2(C3=CC=CC=C13)CCCC2 1'-(3-cyclopropylbenzenesulfonyl)-1',2'-dihydrospiro[cyclopentane-1,3'-indole]